C(#N)C=1C=C(C=CC1NC(C(CCO)OC1=NC2=CC=CC=C2C=C1)=O)C1=CC=CC=C1 N-(3-cyanobiphenyl-4-yl)-4-hydroxy-2-(quinolin-2-yloxy)butanamide